methyl (2,4,5-trifluorobenzyl)carbamimidothioate FC1=C(CNC(=N)SC)C=C(C(=C1)F)F